C(C)OC(=O)C1=CC(=NN1C(=C)C)C(O)C=1C(=NC(=CC1)N1CC2C(C2C1)(F)F)CC 3-[(6-{6,6-Difluoro-3-azabicyclo[3.1.0]hex-3-yl}-2-ethylpyridin-3-yl)(hydroxy)methyl]-1-(propen-2-yl)-1H-pyrazole-5-carboxylic acid ethyl ester